ClC1=NC(=NC(=C1)N1CCC(CC1)NCC1=CC(=CC=C1)N1CCCC1)N 4-Chloro-6-(4-((3-(pyrrolidin-1-yl)benzyl)amino)piperidin-1-yl)pyrimidin-2-amine